N1C=NC2=C1C=CC(=C2)\C=C/2\C(NC(N2)=S)=O (5Z)-5-(1H-benzimidazol-5-ylmethylene)-2-thioxo-imidazolidin-4-one